3,7-Dimethyloct-6-enal CC(CC=O)CCC=C(C)C